5-(2-((4-chlorophenethyl)amino)pyridin-4-yl)-1H-indazol-3-amine ClC1=CC=C(CCNC2=NC=CC(=C2)C=2C=C3C(=NNC3=CC2)N)C=C1